(S)-3-((S)-2-(3-amino-2-oxopyridin-1(2H)-yl)-3-cyclohexylpropanamido)-N-cyclopropyl-2-oxo-4-((S)-2-oxopyrrolidin-3-yl)butanamide NC=1C(N(C=CC1)[C@H](C(=O)N[C@H](C(C(=O)NC1CC1)=O)C[C@H]1C(NCC1)=O)CC1CCCCC1)=O